IC1=NN2C(C=CC=C2C2CCOCC2)=N1 2-iodo-5-(tetrahydro-2H-pyran-4-yl)-[1,2,4]triazolo[1,5-a]pyridine